methyl 3-(3-(5-((5-cyclopropyl-3-(2,6-dichlorophenyl) isoxazol-4-yl) methoxy) pyrazin-2-yl)-3-hydroxycyclobutyl)-5-methylbenzoate C1(CC1)C1=C(C(=NO1)C1=C(C=CC=C1Cl)Cl)COC=1N=CC(=NC1)C1(CC(C1)C=1C=C(C(=O)OC)C=C(C1)C)O